O1[C@@H]2[C@H](NCC1)CN(CC2)C(=O)OC(C)(C)C (4aR,8aS)-tert-butyl hexahydro-2H-pyrido[4,3-b][1,4]oxazine-6(7H)-carboxylate